O\N=C\1/C(C2=CC(=CC=C2C1)NC1=NNC=C1)=O (2Z)-2-(hydroxyimino)-6-[(1H-pyrazol-3-yl)amino]-2,3-dihydro-1H-inden-1-one